methyl (2e)-2-methoxyimino-2-[2-[[(e)-[1-methyl-3-[4-(trifluoromethoxy)phenyl]prop-2-ynylidene]amino]oxymethyl]phenyl]acetate CO\N=C(\C(=O)OC)/C1=C(C=CC=C1)CO/N=C(/C#CC1=CC=C(C=C1)OC(F)(F)F)\C